COC(CCCC(=O)N1CCN(CC1)C(C1=C(C=C(C=C1)NC(=O)C=1N(C(=CN1)C1=C(C(=C(C=C1)C=1C=NN(C1C)CCOC)F)F)C)Cl)=O)=O 5-[4-[2-chloro-4-[[5-[2,3-difluoro-4-[1-(2-methoxyethyl)-5-methyl-pyrazol-4-yl]phenyl]-1-methyl-imidazole-2-carbonyl]amino]benzoyl]piperazino]-5-keto-pentanoic acid methyl ester